C(CCCCCCCCCCCCCCCCCCC)OCC(CNC1=CC=C(C=C1)NCC(COCCCCCCCCCCCCCCCCCCCC)O)O 1,4-bis[3-eicosyloxy-2-hydroxy-propylamino]benzene